3',3-ditrifluoromethyldiphenyl diselenide C1=CC(=CC(=C1)[Se][Se]C2=CC=CC(=C2)C(F)(F)F)C(F)(F)F